ClC=1C(=NC=CC1)O[C@H]1CN(CC1)C1=C(C(=O)N)C=C(C=N1)C1=CC=CC=C1 (R)-2-(3-(3-chloropyridin-2-yloxy)pyrrolidin-1-yl)-5-phenylnicotinamide